OC1=CC=C(C=C1)C(C)(C)C1=CC=C(C=C1)C(C1=CC=C(C=C1)O)C1=CC=C(C=C1)O 4,4'-[1-{4-[1-(4-Hydroxyphenyl)-1-methylethyl]phenyl}methylene]bisphenol